4-[(2R)-3-(3,4-dihydro-1H-isoquinolin-2-yl)-2-hydroxy-propyl]-8-[3-(trifluoromethyl)piperidine-1-carbonyl]-2,3-dihydro-1,4-benzoxazepin-5-one C1N(CCC2=CC=CC=C12)C[C@H](CN1CCOC2=C(C1=O)C=CC(=C2)C(=O)N2CC(CCC2)C(F)(F)F)O